6-(4-(tert-butyl)phenyl)-5-methoxy-2-methylnicotinic acid C(C)(C)(C)C1=CC=C(C=C1)C1=NC(=C(C(=O)O)C=C1OC)C